2-(2-methylbenzylidene)malononitrile CC1=C(C=C(C#N)C#N)C=CC=C1